(6,6-dideuterio-1,4-oxazepan-4-yl)-[3-(3-fluoroanilino)-1-(2,2,2-trifluoroethyl)pyrazolo[4,3-c]pyridin-6-yl]methanone [2H]C1(CN(CCOC1)C(=O)C1=CC2=C(C=N1)C(=NN2CC(F)(F)F)NC2=CC(=CC=C2)F)[2H]